CN(C/C=C/C(=O)NC1=CC=C(C(=O)O)C=C1)C (E)-4-(4-(dimethylamino)-2-butenamido)benzoic acid